C(C)(C)(C)C=1SC(=CN1)C(=O)NCC=1C=CC(=NC1C)C1=CC(=NC=C1)NC=1C=NN(C1)C 2-(tert-butyl)-N-((6-methyl-2'-((1-methyl-1H-pyrazol-4-yl)amino)-[2,4'-bipyridinyl]-5-yl)methyl)thiazole-5-carboxamide